C(CCCCCCCCCCCCCCC(C)C)(=O)O.N1CCOCC1 morpholine isostearate